CC1(OB(OC1(C)C)C=1C=CC=C2C=C(NC12)C(=O)OC)C methyl 7-(4,4,5,5-tetramethyl-1,3,2-dioxaborolan-2-yl)-1H-indole-2-carboxylate